CN1N=C2C(=CC(=CC2=C1)C=1SC=2N=C(SC2N1)C1CCNCC1)C 2,7-Dimethyl-5-[5-(piperidin-4-yl)[1,3]thiazolo[5,4-d][1,3]thiazol-2-yl]-2H-indazol